ClC1=C(C=NC2=C(N=CC=C12)NC=1C(=C(C=CC1)C1=CC=CC=C1)C)CNCCO 2-[({4-chloro-8-[(2-methylbiphenyl-3-yl)amino]-1,7-naphthyridin-3-yl}methyl)amino]ethanol